(S)-2-amino-N-(3-chloro-2-fluorobenzyl)-3-hydroxypropionamide N[C@H](C(=O)NCC1=C(C(=CC=C1)Cl)F)CO